p-toluenesulfonylacetone hydrazone CC1=CC=C(C=C1)S(=O)(=O)CC(C)=NN